N-(3-(2-imino-4-oxothiazolidin-3-yl)-4-isopropylphenyl)-N-methylacetamide N=C1SCC(N1C=1C=C(C=CC1C(C)C)N(C(C)=O)C)=O